COC1=CC=C(CSC2=NC=3N(C(N(C(C3N2C)=O)C)=O)C)C=C1 8-((4-methoxybenzyl)thio)-1,3,7-trimethyl-1H-purine-2,6(3H,7H)-dione